2-((3-chloro-2-fluorophenyl)amino)-2-oxoacetic acid ClC=1C(=C(C=CC1)NC(C(=O)O)=O)F